oxaglutaramide C(OCCC(=O)N)(=O)N